8-bromo-dibenzo[b,d]furan-2-sulfonic acid BrC=1C=CC2=C(C3=C(O2)C=CC(=C3)S(=O)(=O)O)C1